C(\C=C\C(=O)[O-])(=O)OC(C(C)C)C1CCC(CC1)CCCC (4-butylcyclohexyl)isobutyl fumarate